[Si](C)(C)(C(C)(C)C)OCCC1=NC(=NC=C1)C1=CN=C2N1N=C(C=C2)N2[C@H](CCC2)C2=C(C=CC(=C2)F)OC (R)-3-(4-(2-((tert-butyldimethylsilyl)oxy)ethyl)pyrimidin-2-yl)-6-(2-(5-fluoro-2-methoxyphenyl)pyrrolidin-1-yl)imidazo[1,2-b]pyridazine